2-[(3R)-4-[1-(2,6-dioxo-3-piperidyl)-6-fluoro-3-methyl-2H-benzimidazol-5-yl]-3-methyl-piperazin-1-yl]acetic acid O=C1NC(CCC1N1CN(C2=C1C=C(C(=C2)N2[C@@H](CN(CC2)CC(=O)O)C)F)C)=O